[Br].[Br].FC1C(C1)C(=O)NC=1N=C2N(C=C(C=C2)C2=C(C(=CC=C2)F)C(F)(F)F)C1 2-fluoro-N-(6-(3-fluoro-2-(trifluoromethyl)phenyl)imidazo[1,2-a]pyridin-2-yl)cyclopropane-1-carboxamide di-bromine